1-(2,4-difluorobenzyl)-1H-indole-3-carbaldehyde FC1=C(CN2C=C(C3=CC=CC=C23)C=O)C=CC(=C1)F